(2S,3S)-tert-butyl 3-(2-(bis(tert-butoxycarbonyl)amino)ethyl)-2-(tert-butoxycarbonylamino)hex-4-enoate C(C)(C)(C)OC(=O)N(CC[C@H]([C@@H](C(=O)OC(C)(C)C)NC(=O)OC(C)(C)C)C=CC)C(=O)OC(C)(C)C